C(CCC#C)(=O)[NH-] 4-pentynoylamide